3-(4-(trifluoromethyl)phenyl)(5-(1,2,4-oxadiazolyl)2-pyridinyl)methanone FC(C1=CC=C(C=C1)C=1C(=NC=C(C1)C1=NOC=N1)C=O)(F)F